OC(COC=1C=C(C=2N(C1)N=CC2C#N)C=2C=NC(=CC2)N2CC1N(C(C2)C1)CC#C)(C)C 6-(2-hydroxy-2-methylpropoxy)-4-(6-(6-(prop-2-yn-1-yl)-3,6-diazabicyclo[3.1.1]heptan-3-yl)pyridin-3-yl)pyrazolo[1,5-a]pyridine-3-carbonitrile